tert-Butyl 3-(6-phenoxypyridin-3-yl)azetidine-1-carboxylate O(C1=CC=CC=C1)C1=CC=C(C=N1)C1CN(C1)C(=O)OC(C)(C)C